(4-amino-7-(4-(2,2-difluoro-1-hydroxyethyl)-2-methyl-oxazol-5-yl)-2-(pyridin-2-ylmethyl)pyrazolo[1,5-a]pyrazin-6-yl)benzonitrile NC=1C=2N(C(=C(N1)C1=C(C#N)C=CC=C1)C1=C(N=C(O1)C)C(C(F)F)O)N=C(C2)CC2=NC=CC=C2